ClC=1C=C(CSC=2N(C(=NN2)CC2=CC=CC=3C4=CC=CC=C4NC23)C2=CC=CC=C2)C=CC1 ((5-((3-chlorobenzyl)thio)-4-phenyl-4H-1,2,4-triazol-3-yl)methyl)-9H-carbazole